C(C1=CC=C(C=C1)C1=NC=C(C=C1)C([2H])([2H])[2H])([2H])([2H])[2H] 2-(4-methyl-d3-phenyl)-5-methyl-d3-pyridine